tert-butyl 2-(2-(6-(5-cyanopyrazin-2-ylamino)-3-(methylcarbamoyl) pyridazin-4-ylamino)ethyl)pyrrolidine-1-carboxylate C(#N)C=1N=CC(=NC1)NC1=CC(=C(N=N1)C(NC)=O)NCCC1N(CCC1)C(=O)OC(C)(C)C